BrC1=CC(=C(C=C1)C1=CC=C(C=C1)F)C 4-bromo-4'-fluoro-2-methyl-1,1'-biphenyl